C[C@@H]1CN(C[C@@H](N1)C)C1=NC=C(C(=N1)N1CC(C1)C(=O)NC(C)(C)C1=CN=C2N1C=CC=C2)OC 1-{2-[(3R,5S)-3,5-dimethylpiperazin-1-yl]-5-methoxypyrimidin-4-yl}-N-(2-{imidazo[1,2-a]pyridin-3-yl}propan-2-yl)azetidine-3-carboxamide